N-(4-bromo-2,5-difluorophenyl)-6-chloro-N-(methoxymethyl)-1-(phenylsulfonyl)-1H-pyrrolo[2,3-b]pyridine-3-sulfonamide BrC1=CC(=C(C=C1F)N(S(=O)(=O)C1=CN(C2=NC(=CC=C21)Cl)S(=O)(=O)C2=CC=CC=C2)COC)F